C(#N)C=1C=CC(=NC1)COC1=CC=CC(=N1)N1CCC(CC1)=CC1=NC=2C(=NC(=CC2)C(=O)O)N1C[C@H]1OCC1 (S)-2-((1-(6-((5-cyanopyridin-2-yl)methoxy)pyridin-2-yl)piperidin-4-ylidene)methyl)-3-(oxetan-2-ylmethyl)-3H-imidazo[4,5-b]pyridine-5-carboxylic acid